N-(1-phenylethyl)-N'-phenyl-p-phenylenediamine C1(=CC=CC=C1)C(C)NC1=CC=C(C=C1)NC1=CC=CC=C1